1-(p-methoxyphenyl)-1-butanol COC1=CC=C(C=C1)C(CCC)O